1-(6-(1-hydroxy-4-oxocyclohexyl)pyridin-3-yl)-N,N-dimethylazetidine-3-carboxamide OC1(CCC(CC1)=O)C1=CC=C(C=N1)N1CC(C1)C(=O)N(C)C